FC1=C2C3=CC=CN=C3OCC3=COC(=N3)[C@@]3(C[C@H](CC3)NS(=O)(=O)C)CC1=CC=C2 N-[(1'S,14R)-20-fluorospiro[8,12-dioxa-6,21-diazatetracyclo[14.3.1.110,13.02,7]henicosa-1(20),2,4,6,10,13(21),16,18-octaene-14,3'-cyclopentane]-1'-yl]methanesulfonamide